2-(1-(Cyclopropylmethyl)-1H-indol-2-yl)-4-(hydroxymethyl)-3-methylbenzo[b]thiophene-6-carboxylic acid C1(CC1)CN1C(=CC2=CC=CC=C12)C1=C(C2=C(S1)C=C(C=C2CO)C(=O)O)C